NC1=NC(=NC(=C1C1N(CCOC1)C(=O)N)N)C1=NN(C2=NC=C(C=C21)F)CC2=C(C=CC=C2)F (4,6-diamino-2-(5-fluoro-1-(2-fluorobenzyl)-1H-pyrazolo[3,4-b]pyridin-3-yl)pyrimidin-5-yl)morpholine-4-carboxamide